tert-butyl (S)-4-(4-((4-chloro-5-(trifluoromethyl)pyrimidin-2-yl)amino)-3-ethylphenyl)-3-methylpiperazine-1-carboxylate ClC1=NC(=NC=C1C(F)(F)F)NC1=C(C=C(C=C1)N1[C@H](CN(CC1)C(=O)OC(C)(C)C)C)CC